C(CCC)OCC1=CC=C(C=C1)C(O)C1=CC(=C(C=C1)OC)OC (4-(butoxymethyl)phenyl)(3,4-dimethoxyphenyl)methanol